FC(C(=O)O)(F)F.FC(C(=O)O)(F)F.N1C(NC(CC1)=O)=O dihydropyrimidine-2,4(1H,3H)-dione bistrifluoroacetate